OC1=CC=C2C(=CC(OC2=C1)=O)C1=C(C=CC=C1)C 7-hydroxy-4-(o-tolyl)chromen-2-one